tert-butyl 5-(((trifluoromethyl) sulfonyl) oxy)-2,3,4,7-tetrahydro-1H-azepine-1-carboxylate FC(S(=O)(=O)OC=1CCCN(CC1)C(=O)OC(C)(C)C)(F)F